(R)-N-((3-chloro-2,4-difluorophenyl)(2-(difluoromethoxy)-pyrimidin-5-yl)methyl)-2-methylpropane-2-sulfinamide ClC=1C(=C(C=CC1F)C(N[S@](=O)C(C)(C)C)C=1C=NC(=NC1)OC(F)F)F